N-(2-Amino-ethyl)-3-aminopropyl-methyldimethoxysilane NCCNCCC[Si](OC)(OC)C